8-[(2R)-3-Methoxy-2-methyl-3-oxo-propyl]-4-methyl-chromane-4-carboxylic acid COC([C@@H](CC=1C=CC=C2C(CCOC12)(C(=O)O)C)C)=O